[I-].C(CCCCCCCCCCC)[N+](C)(C)CCCCCCCCCCCC didodecyl-Dimethyl-Ammonium Iodide